ClC=1C(=C(C=CC1)NC1=C(NC2=C1C(NCC2C[C@H]2OCCOC2)=O)C2=NC(=NC=C2)SC)OC 3-[(3-chloro-2-methoxyphenyl)amino]-7-[(2R)-1,4-dioxan-2-ylmethyl]-2-[2-(methylsulfanyl)pyrimidin-4-yl]-1H,5H,6H,7H-pyrrolo[3,2-c]pyridin-4-one